(S)-2-(cyclopropylethynyl)-N-(2-methyl-5-(2-(2-methylpyrrolidin-1-yl)acetamido)pyridin-3-yl)-1H-pyrrolo[2,3-b]pyridine-5-carboxamide C1(CC1)C#CC1=CC=2C(=NC=C(C2)C(=O)NC=2C(=NC=C(C2)NC(CN2[C@H](CCC2)C)=O)C)N1